Methyl 3-(N-(4-chloro-2-(5-chlorothiophen-2-yl)-5-cyanophenyl)sulfamoyl)-4-cyclopropylbenzoate ClC1=CC(=C(C=C1C#N)NS(=O)(=O)C=1C=C(C(=O)OC)C=CC1C1CC1)C=1SC(=CC1)Cl